3-[2-fluoro-4-[(4-methylpiperazin-1-yl)methyl]anilino]-5-(methylamino)-6-(3-methylimidazo[4,5-c]pyridin-7-yl)pyrazine-2-carboxamide FC1=C(NC=2C(=NC(=C(N2)NC)C=2C3=C(C=NC2)N(C=N3)C)C(=O)N)C=CC(=C1)CN1CCN(CC1)C